NCC=1C=C(C=CC1)N1N=C(C=C1C(=O)NC1=C(C=CC(=C1)C(CCC1CC1)(C=1C=NC=CC1)NC(CC(C)C)=O)F)C(F)(F)F (-)-1-(3-(aminomethyl)phenyl)-N-(5-(3-cyclopropyl-1-(3-methylbutanamido)-1-(pyridin-3-yl)propyl)-2-fluorophenyl)-3-(trifluoromethyl)-1H-pyrazole-5-carboxamide